BrCC1=CC=C(C=N1)C=1OC(=NN1)C(F)(F)F 2-(6-(Bromomethyl)pyridin-3-yl)-5-(trifluoromethyl)-1,3,4-oxadiazole